2-[(6-methoxy-2,4-dimethyl-pyridine-3-carbonyl)amino]-4-[3-[2-(5,6,7,8-tetrahydro-1,8-naphthyridin-2-yl)ethyl]cyclobutoxy]butanoic acid COC1=CC(=C(C(=N1)C)C(=O)NC(C(=O)O)CCOC1CC(C1)CCC1=NC=2NCCCC2C=C1)C